C(C)(C)(C)OC(=O)N[C@H](CN1C=C(C=C1)C(=O)OC)C methyl (S)-1-(2-(tert-butoxycarbonylamino) propyl)-1H-pyrrole-3-carboxylate